Cl.CC1(N(CCNC1)C(=O)C=1C2=C(N(N1)C1=CSC=C1)C1=C(OC2)C=C(C(=C1)C1=NN(C=C1)C)OC)C (2,2-dimethylpiperazin-1-yl)(7-methoxy-8-(1-methyl-1H-pyrazol-3-yl)-1-(thiophen-3-yl)-1,4-dihydrobenzopyrano[4,3-c]pyrazol-3-yl)methanone hydrochloride